C(C)(C)(C)OC(=O)N1CC(C1)(C=1C=NC(=CC1)CO)F 3-fluoro-3-(6-(hydroxymethyl)pyridin-3-yl)azetidine-1-carboxylic acid tert-butyl ester